cyclopentyl pyrrolidine-1-carboxylate N1(CCCC1)C(=O)OC1CCCC1